4-[5-(Cyclopentylidenemethyl)-2-thienyl]-3-nitro-pyridin-2-amine C1(CCCC1)=CC1=CC=C(S1)C1=C(C(=NC=C1)N)[N+](=O)[O-]